2-PHENYLMORPHOLINE C1(=CC=CC=C1)C1CNCCO1